The molecule is an organosulfur heterocyclic compound that is 1,5-oxathiocane which has been substituted at the 2-pro-R, 3, 6, and 8 positions by oxo, acetamido, 5,6-dihydropyridin-2(1H)-ylidene, and (2E)-but-2-enoyl groups, respectively, and which has been dehydrogenated to introduce a double bond at the 7-8 position. It was isolated from Streptomyces coelicolor M145 after genetically engineered increase of the metabolic flux and is the product of a polyketide biosynthetic gene cluster. It has a role as a bacterial metabolite. It is a lactone, an enone, a member of acetamides, a dihydropyridine, an organosulfur heterocyclic compound and an enamine. It derives from a hydride of a 1,5-oxathiocane. C/C=C/C(=O)/C/1=C/C(=C\\2/C=CCCN2)/SC[C@@H](C(=O)O1)NC(=O)C